[V].[Cr] chromium vanadium